FC1=CC=C(C=C1)C1SCC(N1C=1C=NOC1C)=O 2-(4-Fluorophenyl)-3-(5-methyl-1,2-oxazol-4-yl)-1,3-thiazolidin-4-one